(R)-2-chloro-N-(5-chloro-6-methoxy-2-((1-methylazetidin-3-yl)oxy)pyridin-3-yl)-8-methyl-8-(trifluoromethyl)-7,8-dihydro-6H-pyrazolo[1,5-a]pyrrolo[2,3-e]pyrimidine-6-carboxamide ClC1=NN2C(N=CC3=C2[C@@](CN3C(=O)NC=3C(=NC(=C(C3)Cl)OC)OC3CN(C3)C)(C(F)(F)F)C)=C1